FC=1C=C(C=CC1)C1=NC(=C(C(=O)OC)C=C1)C methyl 6-(3-fluoro-phenyl)-2-methyl-nicotinate